[Mo].[Si].[C] carbon silicon-molybdenum